1-hydroxybenzyltriazole C1C=CC=CC1(CC2=NNN=C2)O